N-[(1S,3S)-3-aminocyclopentyl]-4-[2-chloro-4-[[3-[3-(trifluoromethyl)-1H-pyrazol-4-yl]imidazo[1,2-a]pyrazin-8-yl]amino]benzoyl]piperazine-1-carboxamide formate C(=O)O.N[C@@H]1C[C@H](CC1)NC(=O)N1CCN(CC1)C(C1=C(C=C(C=C1)NC=1C=2N(C=CN1)C(=CN2)C=2C(=NNC2)C(F)(F)F)Cl)=O